N-(5-(7-(dimethylamino)-6-fluoro-5-(methylthio)-1H-indazol-4-yl)thiazolo[5,4-b]pyridin-2-yl)-2-fluorocyclopropane-1-carboxamide CN(C=1C(=C(C(=C2C=NNC12)C1=CC=C2C(=N1)SC(=N2)NC(=O)C2C(C2)F)SC)F)C